NC[C@@]1([C@@H]2CCN(C[C@H]12)C1=CN=C2C(=N1)NN=C2C2=CC1=C(N(C(O1)=O)C)C=C2)C2=C(C=CC=C2)F 6-(6-((1S,6R,7R)-7-(aminomethyl)-7-(2-fluorophenyl)-3-azabicyclo[4.1.0]heptan-3-yl)-1H-pyrazolo[3,4-b]pyrazin-3-yl)-3-methylbenzo[d]oxazol-2(3H)-one